tert-Butyl (2S,4R)-4-[tert-butyl(dimethyl)silyl]oxy-2-(4,8-difluoro-6-formyl-1-methyl-6,7-dihydro-5H-cyclopenta[f]benzimidazol-2-yl)pyrrolidine-1-carboxylate [Si](C)(C)(C(C)(C)C)O[C@@H]1C[C@H](N(C1)C(=O)OC(C)(C)C)C1=NC2=C(N1C)C(=C1C(=C2F)CC(C1)C=O)F